5-(2,3-Dichloropyridin-4-yl)-6-methyl-2-(1-oxo-1,3-dihydro-spiro[indene-2,4'-piperidin]-1'-yl)pyrimidine-4-carbonitrile ClC1=NC=CC(=C1Cl)C=1C(=NC(=NC1C)N1CCC2(CC1)C(C1=CC=CC=C1C2)=O)C#N